C(C1=CC=CC=C1)OC1=CC(=CC=C1)[C@H](C)C1CC1 1-(benzyloxy)-3-[(1R)-1-cyclopropylethyl]benzene